Cl.CN1N=CC(=C1)C1=NC(=C2C=CC=NC2=C1)C=1C=NC(=CC1)N1CCNCC1 7-(1-methyl-1H-pyrazol-4-yl)-5-(6-(piperazin-1-yl)pyridin-3-yl)-1,6-naphthyridine hydrochloride